COC1=C(C=CC=C1[N+](=O)[O-])C1=NNC=C1 3-(2-methoxy-3-nitrophenyl)-1H-pyrazole